(1R,2R,3aS,10aR)-1-[(1E,3ξ,4R)-4-ethyl-3-hydroxy-1-octen-1-yl]-2-hydroxy-5-methyl-2,3,3a,9,10,10a-hexahydro-1H-benzo[b]cyclopenta[f]oxepin-6-carboxylic acid C(C)[C@@H](C(/C=C/[C@H]1[C@@H](C[C@H]2[C@@H]1CCC1=C(O2)C(=C(C=C1)C(=O)O)C)O)O)CCCC